(R)-2-methoxy-2-phenyl-N-(5-(((R)-pyrrolidin-3-yl)amino)-1,3,4-thiadiazol-2-yl)acetamide CO[C@@H](C(=O)NC=1SC(=NN1)N[C@H]1CNCC1)C1=CC=CC=C1